deutero-acetone [2H]CC(C)=O